(4-bromobenzyl)-2-oxoindoline-6-carboxamide BrC1=CC=C(CN2C(CC3=CC=C(C=C23)C(=O)N)=O)C=C1